2,4,6-trimethylbenzyl-diphenylphosphine oxide CC1=C(CP(C2=CC=CC=C2)(C2=CC=CC=C2)=O)C(=CC(=C1)C)C